C1(CC1)CNC1(CCN(CC1)C1=NN2C(S1)=NC=C2C2=C(C=C(C=C2)C)OC)CO (4-((cyclopropylmethyl)amino)-1-(5-(2-methoxy-4-methylphenyl)imidazo[2,1-b][1,3,4]thiadiazol-2-yl)piperidin-4-yl)methanol